(2S)-N-[(3-iodo-1,5-dimethyl-pyrazol-4-yl)methyl]-N-isopropyl-2-[2-methyl-4-[1-tetrahydropyran-2-yl-3-(2-triisopropylsilylethynyl)indazol-5-yl]pyrazol-3-yl]oxy-propan-1-amine IC1=NN(C(=C1CN(C[C@H](C)OC=1N(N=CC1C=1C=C2C(=NN(C2=CC1)C1OCCCC1)C#C[Si](C(C)C)(C(C)C)C(C)C)C)C(C)C)C)C